O1C(CCCC1)N1C=NC(=C1)B1OC(C(O1)(C)C)(C)C 1-(tetrahydro-2H-pyran-2-yl)-4-(4,4,5,5-tetramethyl-1,3,2-dioxaborolan-2-yl)-1H-imidazole